4-((1s,4r)-4-(3-bromo-2-methylphenoxy)cyclohexyl)butanoic acid BrC=1C(=C(OC2CCC(CC2)CCCC(=O)O)C=CC1)C